(1S,10aR)-1-aminodecahydropyrido[1,2-a]azepine-1-carboxylic acid N[C@]1(CCCN2[C@@H]1CCCCC2)C(=O)O